1-((6-((6-cyanopyridin-3-yl)methoxy)-1-methyl-3,4-dihydronaphthalen-2-yl)methyl)azetidine-3-carboxylic acid C(#N)C1=CC=C(C=N1)COC=1C=C2CCC(=C(C2=CC1)C)CN1CC(C1)C(=O)O